COC1=CC=C(C=C1)CCS(=O)(=O)N(C)C 2-(4-methoxyphenyl)-N,N-dimethylaminosulfonylethane